(Z)-3-(dimethylamino)prop-2-enoic acid CN(\C=C/C(=O)O)C